2,4-dioxo-6-amino-s-triazine O=C1NC(=NC(N1)=O)N